C(#N)C=1C=C(C=CC1)C1=CC(=C(O1)C)C(=O)NC1=NC(=NS1)CN1CCOCC1 5-(3-Cyanophenyl)-2-methyl-N-(3-(morpholinomethyl)-1,2,4-thiadiazol-5-yl)furan-3-carboxamide